butyl xanthate (butyl xanthate) C(CCC)OC(=S)S.O(C(=S)S)CCCC